1,2-Diarachidonyl-sn-glycero-3-phosphate C(CCC\C=C/C\C=C/C\C=C/C\C=C/CCCCC)OC[C@@H](OCCCC\C=C/C\C=C/C\C=C/C\C=C/CCCCC)COP(=O)(O)O